N-((3R,4S)-3-Fluoro-1-(methylsulfonyl)piperidin-4-yl)-4-(1-(3-fluoro-2-methylpyridin-4-yl)-2-methyl-1H-imidazol-4-yl)-5-(trifluoromethyl)pyrimidin-2-amine F[C@@H]1CN(CC[C@@H]1NC1=NC=C(C(=N1)C=1N=C(N(C1)C1=C(C(=NC=C1)C)F)C)C(F)(F)F)S(=O)(=O)C